N-ethyl-N-((2-(naphthalen-2-yl)imidazo[1,2-a]pyridin-3-yl)methyl)ethanamine C(C)N(CC)CC1=C(N=C2N1C=CC=C2)C2=CC1=CC=CC=C1C=C2